acryloyloxymethyl-2-phenylpropylene oxide C(C=C)(=O)OCC1C(C)(C2=CC=CC=C2)O1